N-(4-{6,6-difluoro-2-azaspiro[3.3]heptan-2-yl}phenyl)-2-[(1-methyl-1H-1,2,3,4-tetrazol-5-yl)sulfanyl]-5-nitrobenzamide FC1(CC2(CN(C2)C2=CC=C(C=C2)NC(C2=C(C=CC(=C2)[N+](=O)[O-])SC2=NN=NN2C)=O)C1)F